ClC1=CC=C2C(=CC=NC2=C1)C (7-chloroquinolin-4-yl)methan